3-(2-bromoethyl)-8-pyrimidin-2-yl-1,3,8-triazaspiro[4.5]decane-2,4-dione BrCCN1C(NC2(C1=O)CCN(CC2)C2=NC=CC=N2)=O